9-(1-(2-Hydroxyethyl)piperidin-4-yl)-7-methyl-2-((7-methylchinolin-6-yl)amino)-7,9-dihydro-8H-purin-8-on OCCN1CCC(CC1)N1C2=NC(=NC=C2N(C1=O)C)NC=1C=C2C=CC=NC2=CC1C